tert-Butyl 2-(4-((2-((4-cyano-2-fluorophenoxy)methyl)pyrimidin-4-yl)oxy)-2-methylphenyl)acetate C(#N)C1=CC(=C(OCC2=NC=CC(=N2)OC2=CC(=C(C=C2)CC(=O)OC(C)(C)C)C)C=C1)F